ClC=1CC(CC1C=O)C(=O)OCC1=CC=CC=C1 benzyl 3-chloro-4-formyl-cyclopent-3-ene-1-carboxylate